(S)-tert-butyl (5-((3-amino-4-chloro-6-(1H-pyrazol-1-yl)pyridin-2-yl)amino)-2,3-dihydro-1H-inden-1-yl)carbamate NC=1C(=NC(=CC1Cl)N1N=CC=C1)NC=1C=C2CC[C@@H](C2=CC1)NC(OC(C)(C)C)=O